CC=1C=NC(=NC1)OC1CCN(CC1)C=1SC2=C(C(N1)=O)C=C(C=C2[N+](=O)[O-])C(F)(F)F 2-(4-((5-methylpyrimidin-2-yl)oxy)piperidin-1-yl)-8-nitro-6-(trifluoromethyl)-4H-benzo[e][1,3]thiazin-4-one